NC=1C=C2CC3(C(N(C4=NC=CC=C43)COCC[Si](C)(C)C)=O)CC2=CC1 5-Amino-1'-((2-(trimethylsilyl)ethoxy)methyl)-1,3-dihydrospiro[indene-2,3'-pyrrolo[2,3-b]pyridin]-2'(1'h)-one